ClC1=C2C=CNC2=CC(=C1)NC(NC1CCCCC2=C1C=CC=C2)=O 3-(4-chloro-1H-indol-6-yl)-1-{6,7,8,9-tetrahydro-5H-benzo[7]annulen-5-yl}urea